2-(2,6-dioxopiperidin-3-yl)-5-(methyl(2-(((1-(trifluoromethyl)cyclopropyl)methyl)amino)cyclohexyl)amino)isoindoline-1,3-dione O=C1NC(CCC1N1C(C2=CC=C(C=C2C1=O)N(C1C(CCCC1)NCC1(CC1)C(F)(F)F)C)=O)=O